COCCN(C=1C(=NC(=C(N1)C(=O)N(CCOC)CCOC)Br)C(=O)N(CCOC)CCOC)CCOC 3-(Bis(2-methoxyethyl)amino)-6-bromo-N2,N2,N5,N5-tetrakis(2-methoxyethyl)pyrazine-2,5-dicarboxamide